3-[3-methyl-5-(4-piperidyl)indazol-1-yl]piperidine-2,6-dione CC1=NN(C2=CC=C(C=C12)C1CCNCC1)C1C(NC(CC1)=O)=O